C1(CC1)C=1N=NN(C1)[C@H](C(=O)N1[C@@H](C[C@H](C1)O)C(=O)NC1CC2=C(CCC1)C(=CC=C2)OC)C(C)(C)C (2S,4R)-1-[(2S)-2-(4-cyclopropyltriazol-1-yl)-3,3-dimethyl-butanoyl]-4-hydroxy-N-(1-methoxy-6,7,8,9-tetrahydro-5H-benzo[7]annulen-6-yl)pyrrolidine-2-carboxamide